FC1=C(C=CC=C1)CS(=O)(=O)NC1=C(C(=C(C=C1F)C1=CC2=C(N=C(N=C2)N[C@H]2CNC[C@H](C2)O)N(C1=O)C(C)C)F)F 1-(2-Fluorophenyl)-N-(2,3,6-trifluoro-4-(2-(((3R,5S)-5-hydroxypiperidin-3-yl)amino)-8-isopropyl-7-oxo-7,8-dihydropyrido[2,3-d]pyrimidin-6-yl)phenyl)methanesulfonamide